2-(difluoromethyl)-5-(2-((3,4-difluorophenoxy)methyl)imidazo[1,2-a]pyridin-7-yl)-1,3,4-oxadiazole FC(C=1OC(=NN1)C1=CC=2N(C=C1)C=C(N2)COC2=CC(=C(C=C2)F)F)F